FC1=CC=2[C@H](NC=3C=CN4N=CC(C(NC[C@@H](OC2C=C1)C)=O)=C4N3)C (3R,11S)-6-fluoro-3,11-dimethyl-10-oxa-2,13,17,18,21-pentazatetracyclo[13.5.2.04,9.018,22]docosa-1(21),4(9),5,7,15(22),16,19-heptaen-14-one